C(C1=CC=CC=C1)OC1=C(C(=CC(=C1)O)O)C(=O)N1CC2=CC=CC(=C2C1)CN1CCN(CC1)C (2-(benzyloxy)-4,6-dihydroxyphenyl)(4-((4-methylpiperazin-1-yl)methyl)isoindolin-2-yl)methanone